tert-Butyl (R)-3-(4-benzyl-1,2,3,4-tetrahydroquinoxaline-1-carboxamido)pyrrolidin-1-carboxylate C(C1=CC=CC=C1)N1CCN(C2=CC=CC=C12)C(=O)N[C@H]1CN(CC1)C(=O)OC(C)(C)C